sodium 2,4-dichlorophenolate ClC1=C(C=CC(=C1)Cl)[O-].[Na+]